methyl(1-([1,1'-biphenyl]-4-yl)ethyl)sulfamate CN(S([O-])(=O)=O)C(C)C1=CC=C(C=C1)C1=CC=CC=C1